ClC=1C(=CC(=C(C1)CC(=O)O)OC)F 2-(5-chloro-4-fluoro-2-methoxy-phenyl)acetic acid